1-(4-methoxyphenyl)-3-(4-phenoxyphenyl)urea COC1=CC=C(C=C1)NC(=O)NC1=CC=C(C=C1)OC1=CC=CC=C1